COC(COC1=CC(=C(C(=C1C(=O)OCC)C)C)OC)OC ethyl 6-(2,2-dimethoxyethoxy)-4-methoxy-2,3-dimethylbenzoate